CC=1C(=C(C=C(C1)C(F)(F)F)O)C=1N=NC(=C(C1)C(F)(F)F)N[C@@H]1CN(CCC1)C (S)-3-methyl-2-(6-((1-methylpiperidin-3-yl)amino)-5-(trifluoromethyl)pyridazin-3-yl)-5-(trifluoromethyl)phenol